5,6-dimethyl-9-((1-methyl-1H-imidazol-2-yl)methoxy)-6H-pyrido[4,3-b]carbazole CC1=C2C(=CC=3C=4C=C(C=CC4N(C13)C)OCC=1N(C=CN1)C)C=NC=C2